(S)-quinuclidin-3-yl (5-(3-(tert-butyl)-5-methylphenyl)-2,2-dimethyl-2,3-dihydro-1H-inden-1-yl)carbamat C(C)(C)(C)C=1C=C(C=C(C1)C)C=1C=C2CC(C(C2=CC1)NC(O[C@@H]1CN2CCC1CC2)=O)(C)C